3-(2-benzimidazolyl)-7-(diethylamino)coumarin N1=C(NC2=C1C=CC=C2)C=2C(OC1=CC(=CC=C1C2)N(CC)CC)=O